N-(1-(2-((3-((S)-1-amino-2-((1S,3S,5S)-3-cyano-2-azabicyclo[3.1.0]hexan-2-yl)-2-oxoethyl)adamantan-1-yl)oxy)ethyl)piperidin-4-yl)-2-hydroxybenzamide N[C@H](C(=O)N1[C@H]2C[C@H]2C[C@H]1C#N)C12CC3(CC(CC(C1)C3)C2)OCCN2CCC(CC2)NC(C2=C(C=CC=C2)O)=O